vinylpyrrolidin C(=C)N1CCCC1